[3-[[5,7-difluoro-2-(4-fluorophenyl)-1H-indol-3-yl]methyl]pyrrolidin-1-yl]-(oxetan-2-yl)methanone FC=1C=C2C(=C(NC2=C(C1)F)C1=CC=C(C=C1)F)CC1CN(CC1)C(=O)C1OCC1